N12CCCCCCC(CCCCCC1)CC2 azabicyclo[6.6.2]hexadecane